C=1N=CN2C1C1=CC=CC=C1[C@@H]2[C@@]2(CN(CC2)S(=O)(=O)C)O (R)-3-((R)-5H-imidazo[5,1-a]isoindol-5-yl)-1-(methylsulfonyl)pyrrolidin-3-ol